C(C)(C)(C)OC(=O)NC1=NC(=NS1)C1=C([N+](=CN1C)[O-])C 5-(5-((tert-Butoxycarbonyl)amino)-1,2,4-thiadiazol-3-yl)-1,4-dimethyl-1H-imidazole 3-oxide